FC1=C(C=CC=C1C=1C=NN(C1)C(C)(C)C1=CC=CC=C1)C1=CC=2N(C=C1)N=C(N2)N 7-(2-fluoro-3-(1-(2-phenylpropan-2-yl)-1H-pyrazol-4-yl)phenyl)-[1,2,4]triazolo[1,5-a]pyridin-2-amine